C1(=CC=CC2=CC=CC=C12)N(C1=CC=C(C=C1)C1=CC=C(N(C2=CC=CC=C2)C2=CC=CC3=CC=CC=C23)C=C1)C1=CC=CC=C1 N,N'-bis(naphthalen-1-yl)-N,N'-diphenylbenzidine